tert-butyl N-[3-({3-[(tert-butoxycarbonyl)amino]propyl}amino)propyl]carbamate C(C)(C)(C)OC(=O)NCCCNCCCNC(OC(C)(C)C)=O